iron manganese lithium nickel aluminum titanium [Ti].[Al].[Ni].[Li].[Mn].[Fe]